C(C1=CC=CC=C1)ON=C1\C(\C(C2=CC=CC=C12)OCC=C)=C/C1=CC=C(C=C1)F (allyloxy)-2-((E)-4-fluorobenzylidene)-2,3-dihydro-1H-inden-1-one-O-benzyl oxime